2-(2-((3'-(aminomethyl)-5-(2-oxa-7-azaspiro[3.5]nonan-7-yl)-[1,1'-biphenyl]-3-yl)methoxy)phenyl)acetic acid NCC=1C=C(C=CC1)C1=CC(=CC(=C1)N1CCC2(COC2)CC1)COC1=C(C=CC=C1)CC(=O)O